(3S)-5-(3,3-difluoropiperidin-1-yl)-3-{[5-(2,6-dimethoxyphenyl)-1-(pyridin-2-yl)-1H-pyrazol-3-yl]formamido}pentanoic acid FC1(CN(CCC1)CC[C@@H](CC(=O)O)NC(=O)C1=NN(C(=C1)C1=C(C=CC=C1OC)OC)C1=NC=CC=C1)F